ClC1=C(C=CC=C1)CC(=O)NC1=CC(=C2C=CN=C(C2=C1)O)S(N)(=O)=O 2-(2-chlorophenyl)-N-(1-hydroxy-5-sulfamoylisoquinolin-7-yl)acetamide